Tetradecyl-phospho-choline C(CCCCCCCCCCCCC)C(OP(=O)([O-])O)C[N+](C)(C)C